ICC(C[C@H](C)NC(OC(C)(C)C)=O)C tert-butyl N-[(1S)-4-iodo-1,3-dimethyl-butyl]carbamate